S(=O)(=O)(O)C1=CC=C(C=C1)CCC(C)=O 4-(4-sulfophenyl)-2-butanone